3-(3-Bromo-4-fluorophenyl)-1-[4-(4-hydroxypiperidin-1-yl)phenyl]prop-2-en-1-one BrC=1C=C(C=CC1F)C=CC(=O)C1=CC=C(C=C1)N1CCC(CC1)O